CN(C1(CCC2(OCCO2)CC1)C1=CC=CC=C1)CC1COCC1 N-methyl-8-phenyl-N-((tetrahydrofuran-3-yl)methyl)-1,4-dioxaspiro[4.5]decan-8-amine